(S)-7-(6-(3-(dimethylamino)propoxy)pyridin-3-yl)-10-ethyl-2-methyl-9,10-dihydro-8-oxa-2,4,10a-triazanaphtho[2,1,8-cde]azulen-1(2H)-one CN(CCCOC1=CC=C(C=N1)C1=CC=C2N=CC=3N(C(N4[C@H](COC1=C2C34)CC)=O)C)C